CC(C=CC(C(=O)O)NC(=O)C1=CC(=NN1C)C=1C=NC=CC1)(C)C 5,5-dimethyl-2-[1-methyl-3-(3-pyridinyl)-5-pyrazolylcarbonylamino]-3-hexenoic acid